FC(C=1N=C(SC1)C(=O)N[C@@H](C)C1=NC(=NO1)C1=CC(=NC=C1)C(F)(F)F)(F)F (S)-4-(trifluoromethyl)-N-(1-(3-(2-(trifluoromethyl)pyridin-4-yl)-1,2,4-oxadiazol-5-yl)ethyl)thiazole-2-carboxamide